COC[C@H]1N(CCC1)C(CCCCCC=1N=C(N(C1)C1=CC=CC=C1)NC(C1=CC(=CC=C1)C=1C=NNC1)=O)=O (S)-N-(4-(6-(2-(methoxymethyl)pyrrolidin-1-yl)-6-oxohexyl)-1-phenyl-1H-imidazol-2-yl)-3-(1H-pyrazol-4-yl)benzamide